CN(C(C(=O)C1=CC=C(C=C1)N1CCCCC1)(CC)CC1=CC=CC=C1)C 2-dimethylamino-2-benzyl-1-(4-piperidinophenyl)-1-butanone